[Ca+2].O=N[C@@H](CC1=CC=CC=C1)C(=O)[O-].O=N[C@@H](CC1=CC=CC=C1)C(=O)[O-] Ketophenylalanine calcium salt